CN1N=CC=2C(=NC=CC21)C(C)(C)C(C(=O)N)C2N(CCCC2)C (2-(1-methyl-1H-pyrazolo[4,3-c]pyridin-4-yl)propan-2-yl)-2-(1-methylpiperidin-2-yl)acetamide